N-(2,2'-dichloro-3'-(5-((3-hydroxy-3-methylazetidin-1-yl)methyl)-6-methoxypyridin-2-yl)-[1,1'-biphenyl]-3-yl)-1,5-dimethyl-4,5,6,7-tetrahydro-1H-imidazo[4,5-c]pyridine-2-Formamide ClC1=C(C=CC=C1NC(=O)C=1N(C2=C(CN(CC2)C)N1)C)C1=C(C(=CC=C1)C1=NC(=C(C=C1)CN1CC(C1)(C)O)OC)Cl